Cl.FC(C1(CCCC1)N)(F)F 1-(trifluoromethyl)cyclopentan-1-amine hydrochloride